4-methoxy-N-(styryl)benzamide COC1=CC=C(C(=O)NC=CC2=CC=CC=C2)C=C1